C[C@@H]1CC[C@H](N(C1)C(C(=O)NC=1C=C(C=NC1)C(=O)N)=O)C1=CC=C(C=C1)C1=CC=NN1 5-[[2-[(2S,5R)-5-methyl-2-[4-(1H-pyrazol-5-yl)phenyl]-1-piperidyl]-2-oxo-acetyl]amino]pyridine-3-carboxamide